C(C)C=1C=C(C=NC1)C(=O)O 5-ETHYL-3-PYRIDINECARBOXYLIC ACID